BrC(C)C1=C(C(=O)OC)C=CC(=N1)C1=CC=C(C=C1)C#N methyl 2-(1-bromoethyl)-6-(4-cyano-phenyl)-nicotinate